COC=1C=C(C2=CC=CC=C2C1)C1CCC=2C(=NC=NC2C1)N1CCNCC1 7-(3-methoxy-1-naphthyl)-4-piperazin-1-yl-5,6,7,8-tetrahydroquinazoline